C1(CC1)C1=CC=C2C(=NC(N(C2=C1)C1=CC(=CC=C1)CCOC1=CC=CC=C1)=O)NC 7-cyclopropyl-4-(methylamino)-1-(3-(2-phenoxyethyl)phenyl)-quinazolin-2(1H)-one